C(C1=CC=CC=C1)N1N=NC(=C1)C(=O)NC1C(N(C=2N(CC1)C=NC2)C)=O 1-benzyl-N-(1-methyl-2-oxo-2,3,4,5-tetrahydro-1H-imidazo[1,5-a][1,3]diazepin-3-yl)-1H-1,2,3-triazole-4-carboxamide